COCCCNC1=C2C=CNC(C2=CN=C1)=O 5-[(3-methoxypropyl)amino]-1,2-dihydro-2,7-naphthyridin-1-one